5-((5-chloro-3',6'-dihydro-[3,4'-bipyridyl]-1'(2'H)-yl)methyl)-2-(2,4-dioxotetrahydropyrimidine-1(2H)-yl)isoindoline-1,3-dione ClC=1C=C(C=NC1)C=1CCN(CC1)CC=1C=C2C(N(C(C2=CC1)=O)N1C(NC(CC1)=O)=O)=O